CN1N=C(C=C1C1=NOC(=N1)CCC)[N+](=O)[O-] 3-(2-methyl-5-nitro-pyrazol-3-yl)-5-propyl-1,2,4-oxadiazole